FC1=CC=C(C=C1)C=1N=C2SCCN2C1C1=CC=NC=C1 6-(4-Fluorophenyl)-2,3-dihydro-5-(4-pyridinyl)-imidazo[2,1-b]thiazole